[OH-].C(C(=C)C)(=O)OCC[N+](CCCS(=O)(=O)O)(C)C [2-(methacryloyloxy)ethyl]dimethyl(3-sulfopropyl)ammonium hydroxide